thieno[3,2-c]pyridine-3-carboxylic acid ethyl ester C(C)OC(=O)C1=CSC2=C1C=NC=C2